[2-[(2,4-dimethoxyphenyl)methylamino]-3-fluoropyridine-4-yl]boronic acid COC1=C(C=CC(=C1)OC)CNC1=NC=CC(=C1F)B(O)O